BrC1=C(C=C(C=C1)OC)C 1-bromo-4-methoxy-2-methylbenzene